C(CCCCCCCCCCCCC)N1C(=C(C(C2=C(C=C(C=C12)O)O)=O)O)C1=CC(=C(C(=C1)O)O)O N-tetradecyl-2-(3,4,5-trihydroxyphenyl)-3,5,7-trihydroxyquinolin-4-one